OC1(C(N(C2=CC=CC=C12)CC1=CC=C(C=C1)C1CCNCC1)=O)C1=CC=C(C=C1)S(=O)(=O)N 4-[3-hydroxy-2-oxo-1-[[4-(4-piperidyl)phenyl]methyl]indolin-3-yl]benzenesulfonamide